N-hydroxy-3-(trifluoromethyl)benzenecarboximidoyl chloride ON=C(C1=CC(=CC=C1)C(F)(F)F)Cl